(2R,4R)-4-((6-bromo-3-fluoro-4-(3-hydroxyoxetan-3-yl)pyridin-2-yl)methyl)-1-(3-chloro-2-fluorobenzyl)-2-methylpiperidine-4-carboxylic acid tert-butyl ester C(C)(C)(C)OC(=O)[C@]1(C[C@H](N(CC1)CC1=C(C(=CC=C1)Cl)F)C)CC1=NC(=CC(=C1F)C1(COC1)O)Br